ClC=1C2=C(N=C(N1)C)N(C=C2C(=O)OC)C2=C(C(=CC=C2C)OC)C methyl 4-chloro-7-(3-methoxy-2,6-dimethylphenyl)-2-methyl-7H-pyrrolo[2,3-d]pyrimidine-5-carboxylate